C1NCC12CC(C2)CNC2(CC2)C(F)(F)F N-(2-azaspiro[3.3]heptan-6-ylmethyl)-1-(trifluoromethyl)cyclopropanamine